Pyrazin-2-ylmethyl (4-(4-amino-6-ethynyl-5-(quinolin-3-yl)-7H-pyrrolo[2,3-d]-pyrimidin-7-yl)bicyclo[2.2.1]heptane-1-yl)carbamate NC=1C2=C(N=CN1)N(C(=C2C=2C=NC1=CC=CC=C1C2)C#C)C21CCC(CC2)(C1)NC(OCC1=NC=CN=C1)=O